[Si](C)(C)(C(C)(C)C)OC[C@@H]1[C@@H](CC1)CO |o1:9,10| ((1R*,2S*)-2-(((tert-Butyldimethylsilyl)oxy)methyl)cyclobutyl)methanol